1-(6-(4-(((1r,3r,5r,7r)-adamantan-2-ylidene)(4-((6-aminohexyl)oxy)phenyl)methyl)phenoxy)hexyl)-1-methylazepan-1-ium iodide [I-].C12C(C3CC(CC(C1)C3)C2)=C(C2=CC=C(OCCCCCC[N+]3(CCCCCC3)C)C=C2)C2=CC=C(C=C2)OCCCCCCN